2-(4-nitrophenyl)-2,3-naphthyridine [N+](=O)([O-])C1=CC=C(C=C1)N1CC2=CC=CC=C2C=N1